NC=1C=2N(C=CN1)C(=NC2C2=CC=C(C(=O)NC1=NC=CC=C1)C=C2)[C@H]2N(CCC2)CCOCCOCCNC2=C1C(N(C(C1=CC=C2)=O)C2C(NC(CC2)=O)=O)=O 4-(8-amino-3-((2S)-1-(2-(2-(2-((2-(2,6-dioxopiperidin-3-yl)-1,3-diOxoisoindoline-4-yl)amino)ethoxy)ethoxy)ethyl)pyrrolidin-2-yl)imidazo[1,5-a]pyrazin-1-yl)-N-(Pyridin-2-yl)benzamide